aniline methanesulfinate CS(=O)O.NC1=CC=CC=C1